12-(3-(dimethylamino)propyl)-6,12-dihydro-5H-[1,3]dioxolo[4',5':5,6]indolo[3,2-c]isoquinolin-5-one CN(CCCN1C2=CC3=C(C=C2C=2NC(C4=CC=CC=C4C21)=O)OCO3)C